FC(C1=NN=C(O1)C=1C=CC(=NC1)CN1C(N(C2=C1C=CC(=C2)C=2OC=CC2)C2CCN(CC2)C)=O)F 1-((5-(5-(difluoromethyl)-1,3,4-oxadiazole-2-yl)pyridine-2-yl)methyl)-5-(furan-2-yl)-3-(1-methylpiperidine-4-yl)-1,3-dihydro-2H-benzo[d]imidazole-2-one